N1CCCSC=2C(NC=3C=CC=CC3C21)=O tetrahydro-[1,4]thiazepino[2,3-c]quinolin-6(7H)-one